C(#N)C1=CC(=C(C=C1)COC1=CC=CC(=N1)C1=CC(=C(C=C1F)CC=1N(C2=C(N1)C=CC(=C2)C(=O)OC(C)(C)C)CCOC)F)F tert-butyl 2-[[4-[6-[(4-cyano-2-fluoro-phenyl)methoxy]-2-pyridyl]-2,5-difluoro-phenyl]methyl]-3-(2-methoxyethyl)benzimidazole-5-carboxylate